[Li+].[O-][Co]=O Lithium cobaltite